C(C)(=O)NC1=C(C=C(CC2=CC=C(C=C2)NCC(=O)O)C=C1)C(C)C (4-(4-Acetamido-3-isopropylbenzyl)phenyl)glycine